bisoxazolopyrazine O1C=NC2=NC3=C(N=C21)N=CO3